3-(4-chlorobutoxy)aniline ClCCCCOC=1C=C(N)C=CC1